4-[(1,1,3,3-tetramethyl-2-oxoindene-5-carbonyl)amino]benzoic acid CC1(C(C(C2=CC(=CC=C12)C(=O)NC1=CC=C(C(=O)O)C=C1)(C)C)=O)C